6-bromo-N-[5-(difluoromethoxy)-4,6-dimethoxy-pyrimidin-2-yl]-7-pyrazol-1-yl-1H-indole-3-sulfonamide BrC1=CC=C2C(=CNC2=C1N1N=CC=C1)S(=O)(=O)NC1=NC(=C(C(=N1)OC)OC(F)F)OC